(R)-N-((R)-2-((tert-Butyldimethylsilyl)oxy)-1-(5-(ethylsulfanyl)pyridin-2-yl)ethyl)-2-methylpropan-2-sulfinamide [Si](C)(C)(C(C)(C)C)OC[C@@H](C1=NC=C(C=C1)SCC)N[S@](=O)C(C)(C)C